FC1=CC=C(C=C1)N(C(C)=O)CC=1OC(=NN1)C=1N=NC(=CC1)C1CNCC1 N-(4-fluorophenyl)-N-((5-(6-(pyrrolidin-3-yl)pyridazin-3-yl)-1,3,4-oxadiazol-2-yl)methyl)acetamide